6-(1-{2-Amino-1-[p-(trifluoromethyl)phenyl]ethyl}-3-fluoro-1H-pyrazol-4-yl)-5-(p-chlorophenyl)-4-pyrimidinamine NCC(C1=CC=C(C=C1)C(F)(F)F)N1N=C(C(=C1)C1=C(C(=NC=N1)N)C1=CC=C(C=C1)Cl)F